C(CCCCCCCCC)(=O)O.C(C=C)(=O)O acrylic acid n-decanoate